C1C(CCC12CCNCC2)=O 8-azaspiro[4.5]decan-2-one